ClC=1C=C2C(CCOC2=CC1)=O 6-chloro-2,3-dihydro-chromen-4-one